N-(4-fluorophenyl)-7-(6-fluoroquinoline-4-yl)spiro[3.5]nonane-2-carboxamide FC1=CC=C(C=C1)NC(=O)C1CC2(C1)CCC(CC2)C2=CC=NC1=CC=C(C=C21)F